ClC1=C(C=CC=C1)C(=O)C1=CNC2=C1C1=C(N=C(C(N1)(C)COC)SC)C=N2 (2-chlorophenyl)(2-(methoxymethyl)-2-methyl-3-(methylthio)-2,7-dihydro-1H-pyrrolo[3',2':5,6]pyrido[3,4-b]pyrazin-9-yl)methanone